3,3,3-trifluoropropylmethoxylsilane FC(CCCO[SiH3])(F)F